7-ethyl-1,3-dimethyl-5-[2-(4-methylpiperidin-1-yl)-2-oxoethyl]sulfanylpyrimido[4,5-d]pyrimidine-2,4-dione C(C)C1=NC(=C2C(=N1)N(C(N(C2=O)C)=O)C)SCC(=O)N2CCC(CC2)C